ClC=1C=C2C(=NC(=NC2=C(C1C1=CC=CC2=C1N=C(S2)N)F)N2CC1(C(CN1)(F)F)C2)N2CCNCC2 4-[6-chloro-2-(3,3-difluoro-1,6-diazaspiro[3.3]hept-6-yl)-8-fluoro-4-piperazin-1-yl-quinazolin-7-yl]-1,3-benzothiazol-2-amine